CC1=C(C(=CC=C1)C)C1=CC=2C=3C=C(C=C4C=C(C=C(C5=CC(=CC(=C1)C52)C5=C(C=CC=C5C)C)C43)C4=C(C=CC=C4C)C)C4=C(C=CC=C4C)C 2,5,8,11-tetrakis(2,6-dimethylphenyl)perylene